FC1=C(C=CC(=C1)C)NS(=O)(=O)C1=CC=C(C=C1)NC(NCC=1C=NC=CC1)=O 3-{4-[(2-fluoro-4-methylphenyl)sulfamoyl]phenyl}-1-(pyridin-3-ylmethyl)urea